FC(C1=CC=CC(=N1)OCC1[C@H]2CNC[C@@H]12)(F)F (1R,5S,6S)-6-({[6-(trifluoromethyl)pyridin-2-yl]oxy}methyl)-3-azabicyclo[3.1.0]hexane